C(C)(C)N(P(OCCC#N)O[C@@H]1[C@H](O[C@H]([C@@H]1OC)N1C(NC(C=C1)=O)=O)OCP(=O)(OC)OC)C(C)C 2-cyanoethyl ((2R,3S,4R,5R)-2-((dimethoxyphosphoryl)methoxy)-5-(2,4-dioxo-3,4-dihydropyrimidin-1(2H)-yl)-4-methoxytetrahydrofuran-3-yl) diisopropylphosphoramidite